C(CCCC(=O)O)(=O)O.FC=1C=CC=C2CCO[C@H](C12)CNC (R)-1-(8-fluoroisochroman-1-yl)-N-methylmethanamine glutaric acid salt